(1R,4R)-N4-[2-(3-{[4-(ethanesulfonyl)-2-methoxyphenyl]amino}prop-1-yn-1-yl)-1-(2,2,2-trifluoroethyl)-1H-indol-4-yl]-N1,N4-dimethylcyclohexane-1,4-diamine C(C)S(=O)(=O)C1=CC(=C(C=C1)NCC#CC=1N(C2=CC=CC(=C2C1)N(C1CCC(CC1)NC)C)CC(F)(F)F)OC